CSC=1N(C(N(C(N1)=O)C1=CN=CC2=CC=CC(=C12)CCC(=O)OC(C)(C)C)=O)CC1=C(C=C(C(=C1)F)F)F tert-butyl 3-(4-(4-(methylthio)-2,6-dioxo-3-(2,4,5-trifluorobenzyl)-3,6-dihydro-1,3,5-triazin-1(2H)-yl)isoquinolin-5-yl)propanoate